4-methoxy-3-(4,4,5,5-tetramethyl-1,3,2-dioxaborolan-2-yl)pyridine COC1=C(C=NC=C1)B1OC(C(O1)(C)C)(C)C